C(C)N1C(OC2(C1)CCNCC2)=O 3-ethyl-1-oxa-3,8-diazaspiro[4.5]decan-2-one